ClC=1C=C(C=C(C1)C1=NC(=NC=C1)Cl)[C@H]1N(CCOC1)C(=O)OC(C)(C)C tert-butyl (R)-3-(3-chloro-5-(2-chloropyrimidin-4-yl)phenyl)morpholine-4-carboxylate